cyclopenta[b]indolyl-titanium C1(=CC=C2N=C3C=CC=CC3=C21)[Ti]